N-[2-amino-5-(4-fluorophenyl)phenyl]-5-(methylsulfonimidoyl)benzothiophene-2-carboxamide NC1=C(C=C(C=C1)C1=CC=C(C=C1)F)NC(=O)C=1SC2=C(C1)C=C(C=C2)S(=O)(=N)C